3-[(3R)-3-[5-chloro-7-ethyl-7H-pyrrolo[2,3-c]pyridazin-3-amido]-8-cyano-5-fluoro-3,4-dihydro-2H-1-benzopyran-7-yl]-3,8-diazabicyclo[3.2.1]octane-8-carboxylic acid tert-butyl ester C(C)(C)(C)OC(=O)N1C2CN(CC1CC2)C2=C(C1=C(C[C@H](CO1)NC(=O)C1=CC3=C(N=N1)N(C=C3Cl)CC)C(=C2)F)C#N